bromo-undecane BrCCCCCCCCCCC